C(=C)N1C(COCC1=O)=O N-vinyl-3,5-morpholindione